phenylmethylvinylmethoxysilane C1(=CC=CC=C1)CC=CCO[SiH3]